C(C)OC(C(C1=CC=C(C=C1)C(F)(F)F)=[N+]=[N-])=O 2-diazo-2-(4-(trifluoromethyl)phenyl)acetic acid ethyl ester